ClC=1C=C(C=C(C1N[C@@H](CSC1=CC=C(C=C1)F)CCN(C)C)Cl)S(=O)(=O)NC(=O)C1(CCCCCC1)OC (R)-N-((3,5-dichloro-4-((4-(dimethylamino)-1-((4-fluorophenyl)thio)butan-2-yl)amino)phenyl)sulfonyl)-1-methoxycycloheptane-1-carboxamide